N-(4-(3-isopropyl-2-methyl-2H-indazol-5-yl)pyrimidin-2-yl)quinazolin-7-amine C(C)(C)C=1N(N=C2C=CC(=CC12)C1=NC(=NC=C1)NC1=CC=C2C=NC=NC2=C1)C